C(N)(=O)C1=C(C=CC(=C1)F)NC(C)([2H])C=1C=C(C=C2C(N(C=3N(C12)C=NC3C(=O)O)C([2H])([2H])[2H])=O)C 9-(1-((2-carbamoyl-4-fluorophenyl)amino)ethyl-1-d)-7-methyl-4-(methyl-d3)-5-oxo-4,5-dihydroimidazo[1,5-a]quinazoline-3-carboxylic acid